C1(CCCCC1)CNS(=O)(=O)N N-(cyclohexylmethyl)sulfamide